OXASPIRO[5.5]UNDEC-8-ENE O1CCCCC12CC=CCC2